FC(S(=O)(=O)OC1=CC(=C(C(=C1)C)C=O)C)(F)F 4-formyl-3,5-dimethylphenyl trifluoromethanesulfonate